COC(=O)C1=C(C=C(C=C1F)C1=CC=C(C=C1)C(=O)O)F 3,5-difluoro-[1,1'-biphenyl]-4,4'-dicarboxylic acid methyl ester